Methyl 3-((((S)-5-methyl-3-((R)-1,1,1-trifluoro-2-hydroxypropan-2-yl)-5,6-dihydroimidazo[1,5-a]pyrazolo[5,1-c]pyrazin-9-yl)oxy)methyl)bicyclo[1.1.1]pentane-1-carboxylate C[C@H]1CN2C(C=3N1C(=NC3)[C@@](C(F)(F)F)(C)O)=CC(=N2)OCC23CC(C2)(C3)C(=O)OC